6'-(((1S,3S)-3-aminocyclopentyl)amino)-3-methoxy-2H-[1,3'-bipyridin]-2-one 2HCl Cl.Cl.N[C@@H]1C[C@H](CC1)NC1=CC=C(C=N1)N1C(C(=CC=C1)OC)=O